[Sn].[Fe].[Cu] copper-iron-tin